NC1=NC=CC=C1C1=NC=2C(=NC(=CC2)C2=CC=CC=C2)N1C1=CC=C(C=C1)CN1CCC(CC1)C(C(=O)OC)C methyl 2-[1-[[4-[2-(2-amino-3-pyridyl)-5-phenyl-imidazo[4,5-b]pyridin-3-yl]phenyl]methyl]-4-piperidyl]propanoate